(4R)-4-(4,4-diethyl-2-imino-6-oxo-hexahydropyrimidin-1-yl)-N-(2,2-difluoroindan-1-yl)chromane-6-carboxamide C(C)C1(NC(N(C(C1)=O)[C@@H]1CCOC2=CC=C(C=C12)C(=O)NC1C(CC2=CC=CC=C12)(F)F)=N)CC